(R)-4-(1-(pent-3-yl)-1H-pyrazol-4-yl)-6-(1-(piperidin-3-yl)-1H-pyrazol-4-yl)pyrazolo[1,5-a]pyrazine CCC(CC)N1N=CC(=C1)C=1C=2N(C=C(N1)C=1C=NN(C1)[C@H]1CNCCC1)N=CC2